NC1=C(C=2C(=NC=CN2)N1C1=C(C(=CC=C1C)O)C)C(=O)C=1NC2=C(C=CC=C2C1)CC (6-amino-5-(3-hydroxy-2,6-dimethylphenyl)-5H-pyrrolo[2,3-b]pyrazin-7-yl)(7-ethyl-1H-indol-2-yl)methanone